2-(2,4-dinitrothiophenyl)benzothiazole [N+](=O)([O-])SC1=C(C=CC(=C1)S[N+](=O)[O-])C=1SC2=C(N1)C=CC=C2